Z-cyclopenta[a]phenanthren-3-yl-4-(pyrrolidin-1-yl)piperidine-1-carboxylate C1=CC(=CC2=CC=C3C=4CC=CC4C=CC3=C12)OC(=O)N1CCC(CC1)N1CCCC1